(6-cyclopropyloxy-5-fluoropyridin-3-yl)methylamine hydrochloride Cl.C1(CC1)OC1=C(C=C(C=N1)CN)F